CCCCCCCCCC(=O)OC[C@H](COP(=O)(O)OC[C@H](CO)O)OC(=O)CCCCCCCCC 1,2-didecanoyl-sn-glycero-3-phospho-(1'-sn-glycerol)